C(=O)O.C(=O)O.CNC=1N=C(C(=NC1C=1C2=C(C=NC1)N(C=N2)C)C(=O)N)NC2=CC=C(C=C2)N2[C@H]1CN([C@@H](C2)C1)C 5-(methylamino)-3-[4-[(1R,4R)-5-methyl-2,5-diazabicyclo[2.2.1]hept-2-yl]anilino]-6-(3-methylimidazo[4,5-c]pyridin-7-yl)pyrazine-2-carboxamide diformate